C1(CC1)N1C[C@@H](CCC1)NC=1C(N(C(=NN1)C1=C(C=C(C=C1)C(F)(F)F)O)C)=O (R)-6-((1-Cyclopropylpiperidin-3-yl)amino)-3-(2-hydroxy-4-(trifluoro-methyl)phenyl)-4-methyl-1,2,4-triazin-5(4H)-one